NC([C@H](CC=1C=C2C=NN(C2=CC1)S(=O)(=O)CC[Si](C)(C)C)NC(OCC1=CC=CC=C1)=O)=O benzyl (S)-(1-amino-1-oxo-3-(1-((2-(trimethylsilyl)ethyl)sulfonyl)-1H-indazol-5-yl)propan-2-yl)carbamate